N-[3-chloro-4-[4-[(2S,4S)-4-hydroxypyrrolidine-2-carbonyl]piperazine-1-carbonyl]phenyl]-5-[4-(cyanomethoxy)-2,3-difluoro-phenyl]-1-methyl-imidazole-2-carboxamide ClC=1C=C(C=CC1C(=O)N1CCN(CC1)C(=O)[C@H]1NC[C@H](C1)O)NC(=O)C=1N(C(=CN1)C1=C(C(=C(C=C1)OCC#N)F)F)C